6-BUTOXY-5-CHLOROPYRIDINE-3-BORONIC ACID C(CCC)OC1=C(C=C(C=N1)B(O)O)Cl